N[C@@H](CO)C(=O)[O-].[NH4+] ammonium serinate